Cl.FC=1C(=C(C=CC1B1OC(C(O1)(C)C)(C)C)[C@@H](C)N)C (R)-1-(3-fluoro-2-methyl-4-(4,4,5,5-tetramethyl-1,3,2-dioxaborolan-2-yl)phenyl)ethan-1-amine hydrochloride